NCCCN1C=NC=C1 N-(3-aminopropyl)imidazol